2-(cis-3-((5-(imidazo[1,2-a]pyridin-6-yl)-4-methoxypyrrolo[2,1-f][1,2,4]triazin-2-yl)amino)cyclobutoxy)ethan-1-ol N=1C=CN2C1C=CC(=C2)C=2C=CN1N=C(N=C(C12)OC)N[C@H]1C[C@H](C1)OCCO